3-(2-ethylhexyloxy)-1,2-propanediol C(C)C(COCC(CO)O)CCCC